N=1C=CN2C1C(=CC=C2)COC2=CC=CC(=N2)C2CCN(CC2)CC2=NC1=C(N2C[C@H]2OCC2)C=C(C=C1)C(=O)OC(C)(C)C tert-butyl (S)-2-((4-(6-((imidazo[1,2-a]pyridin-8-yl) methoxy) pyridin-2-yl) piperidin-1-yl) methyl)-1-((oxetan-2-yl) methyl)-1H-benzo[d]imidazole-6-carboxylate